(8-anilino-1-naphthalenesulfonate) sodium [Na+].N(C1=CC=CC=C1)C=1C=CC=C2C=CC=C(C12)S(=O)(=O)[O-]